1,1-di-t-butyl 2-ethylethane-1,1,2-tricarboxylate C(C)C(C(C(=O)OC(C)(C)C)C(=O)OC(C)(C)C)C(=O)[O-]